tert-butyl 4-chloro-3-(2-ethoxy-2-oxo-ethoxy)-5-[3-[methyl(4-piperidyl)amino]phenyl]thiophene-2-carboxylate ClC=1C(=C(SC1C1=CC(=CC=C1)N(C1CCNCC1)C)C(=O)OC(C)(C)C)OCC(=O)OCC